4-carbamoyl-1,2,5-thiadiazole-3-carboxylic acid C(N)(=O)C=1C(=NSN1)C(=O)O